4-(5-methyl-1,3-oxazol-2-yl)-1-{[(2S)-5-oxopyrrolidin-2-yl]methoxy}-7-(propan-2-yloxy)isoquinoline-6-carboxamide CC1=CN=C(O1)C1=CN=C(C2=CC(=C(C=C12)C(=O)N)OC(C)C)OC[C@H]1NC(CC1)=O